ethyl rac-(4R,5R)-2-diazo-4-ethyl-6,6,6-trifluoro-5-hydroxy-5-methyl-3-oxo-hexanoate [N+](=[N-])=C(C(=O)OCC)C([C@@H]([C@@](C(F)(F)F)(C)O)CC)=O |r|